(R)-tert-butyl ((5-(pyrimidin-5-yl) isochroman-1-yl)methyl)carbamate N1=CN=CC(=C1)C1=C2CCO[C@H](C2=CC=C1)CNC(OC(C)(C)C)=O